F[P-](F)(F)(F)(F)F.C(C)(C)N(C(C)C)CC N,N-diisopropylethylamine hexafluorophosphate